Cl.COC(=O)C=1C=NC(=CC1)N1C(=NC=2C1=NC=CC2)C(C)N 6-[2-(1-aminoethyl)imidazo[4,5-b]pyridin-3-yl]pyridine-3-carboxylic acid methyl ester hydrochloride